4-(6-chloro-3-quinolylamino)-2-[6-(3,3-difluoro-4-piperidyloxy)-5-methoxy-3-pyridylamino]pyrimidine ClC=1C=C2C=C(C=NC2=CC1)NC1=NC(=NC=C1)NC=1C=NC(=C(C1)OC)OC1C(CNCC1)(F)F